ethyl 5-((2-chlorobenzyl) oxy)-2-methylpyrazolo[1,5-a]pyridine-3-carboxylate ClC1=C(COC2=CC=3N(C=C2)N=C(C3C(=O)OCC)C)C=CC=C1